tert-butyl (R)-(piperidin-3-ylmethyl)carbamate hydrochloride Cl.N1C[C@@H](CCC1)CNC(OC(C)(C)C)=O